ClC1=CC(=NC=C1F)N1N=C(C=2CCCC(C12)=O)C(F)(F)F 1-(4-chloro-5-fluoropyridin-2-yl)-3-(trifluoromethyl)-1,4,5,6-tetrahydro-7H-indazol-7-one